Cl.COC1=NC(=CC=C1)C1CCNCC1 2-methoxy-6-(piperidin-4-yl)pyridine hydrochloride